CC=1C(=C(C(=C(C1O)C=1C(=CC=CC1)O)C)C)C tetramethyl-2,2'-biphenol